(R)-5-amino-N-((5-iodopyridin-2-yl)methyl)-N-(1-(pyrimidin-2-yl)ethyl)-6,8-dihydro-1H-furo[3,4-d]pyrrolo[3,2-b]pyridine-2-carboxamide NC1=C2C(=C3C(=N1)C=C(N3)C(=O)N([C@H](C)C3=NC=CC=N3)CC3=NC=C(C=C3)I)COC2